C1(CC1)C([C@@H](C(=O)NC1=NC(=C(C=C1)C=1C(=NNC1C)C)F)NC(=O)C=1N(N=NC1)CCC)C1CC1 N-[(1S)-1-(dicyclopropylmethyl)-2-[[5-(3,5-dimethyl-1H-pyrazol-4-yl)-6-fluoro-2-pyridyl]amino]-2-oxo-ethyl]-3-propyl-triazole-4-carboxamide